(Z)-3-(3-(3-(pentafluorosulfaneyl)-5-(trifluoromethyl)phenyl)-1H-1,2,4-triazol-1-yl)-N-(thiazol-2-yl)acrylohydrazide FS(C=1C=C(C=C(C1)C(F)(F)F)C1=NN(C=N1)\C=C/C(=O)N(N)C=1SC=CN1)(F)(F)(F)F